6,6-difluoro-N-[2-fluoro-5-[2-(2-hydroxyethoxy)-6-(morpholin-4-yl)pyridin-4-yl]-4-methylphenyl]-3-azabicyclo[3.1.0]hexane-3-carboxamide FC1(C2CN(CC12)C(=O)NC1=C(C=C(C(=C1)C1=CC(=NC(=C1)N1CCOCC1)OCCO)C)F)F